3-(2-chloro-4-fluorophenoxy)-N-(3-(S-methylsulfonimidoyl)phenyl)-5-methyl-6-methoxy-pyridazine-4-carboxamide ClC1=C(OC=2N=NC(=C(C2C(=O)NC2=CC(=CC=C2)S(=O)(=N)C)C)OC)C=CC(=C1)F